N1(CCC1)S(=O)(=O)C1=C(C=CC(=C1)C#N)C1=CN=C(S1)[C@@H]1CC[C@H](CC1)NC(OC(C)C)=O isopropyl (trans-4-(5-(2-(azetidin-1-ylsulfonyl)-4-cyanophenyl)thiazol-2-yl)cyclohexyl)carbamate